((2S,4R)-1-(2-(3-acetyl-5-(2-methylpyrimidin-5-yl)-1H-indazol-1-yl)acetyl)-4-fluoropyrrolidine-2-carboxamido)-N,N-dimethylpyridinamide C(C)(=O)C1=NN(C2=CC=C(C=C12)C=1C=NC(=NC1)C)CC(=O)N1[C@@H](C[C@H](C1)F)C(=O)NC=1C(=NC=CC1)C(=O)N(C)C